ClC=1C=C(C#N)C=CC1O[C@H](COC1=CC(=CC=C1)N1C(=NC=C1)C)C (S)-3-chloro-4-((1-(3-(2-methyl-1H-imidazol-1-yl)phenoxy)propan-2-yl)oxy)benzonitrile